N1(CCC1)C(CN1N=C(C2=NC=C(C=C21)C2=CC(=C(C=C2)F)OC(F)F)F)=O 1-(Azetidin-1-yl)-2-[6-[3-(difluoromethoxy)-4-fluoro-phenyl]-3-fluoro-pyrazolo[4,3-b]pyridin-1-yl]ethanone